Cl.Cl.C(CCCCCCCCCCCCC)(=O)OC[C@H](COP(=O)(O)OCC(COC(C[C@H](C)N)=O)OC(C[C@H](C)N)=O)OC(CCCCCCCCCCCCC)=O (2R)-3-(((2,3-bis(((S)-3-aminobutanoyl)oxy)propoxy)(hydroxy)-phosphoryl)oxy)propane-1,2-diyl ditetradecanoate dihydrochloride